1-(2-((cyclopentylmethyl)(methyl)amino)phenyl)-N4,N4-dimethylbenzene-1,4-disulfonamide C1(CCCC1)CN(C1=C(C=CC=C1)C1(CC=C(C=C1)S(=O)(=O)N(C)C)S(=O)(=O)N)C